O=S1(NC(NC2=C1C=C(C=C2)NC(C)=O)C2=CC=CC=C2)=O N-(1,1-dioxo-3-phenyl-3,4-dihydro-2h-benzo[e][1,2,4]thiadiazin-7-yl)acetamide